CN1C(N(C2=C1C(=CC=C2)N2CCC(CC2)CNC)C2C(NC(CC2)=O)=O)=O 3-[3-methyl-4-[4-(methylaminomethyl)-1-piperidinyl]-2-oxo-benzimidazol-1-yl]Piperidine-2,6-dione